2-(6-((5-iodo-2-((4-(4-methylpiperazin-1-yl)phenyl)amino)pyrimidin-4-yl)amino)pyridin-2-yl)propan-2-ol IC=1C(=NC(=NC1)NC1=CC=C(C=C1)N1CCN(CC1)C)NC1=CC=CC(=N1)C(C)(C)O